CS(=O)(=O)O[C@H]1CC[C@@]2(C3CC[C@@]4(C(=CCC4C3CC=C2C1)N1C=NC2=C1C=CC=C2)C)C (3S,10R,13S)-10,13-dimethyl-17-(1H-benzo[d]imidazol-1-yl)-2,3,4,7,8,9,10,11,12,13,14,15-dodecahydro-1H-cyclopenta[a]phenanthren-3-yl methanesulfonate